N-Butyl-6-{4-[1-(propan-2-yl)piperidin-4-yl]-1,4-diazepan-1-yl}pyridine-2-carboxamide C(CCC)NC(=O)C1=NC(=CC=C1)N1CCN(CCC1)C1CCN(CC1)C(C)C